9-((1r,4r)-4-methoxycyclohexyl)-7-methyl-2-((7-methyl-[1,2,4]triazolo[1,5-a]pyridin-6-yl)amino)-7,9-dihydro-8H-purin-8-one COC1CCC(CC1)N1C2=NC(=NC=C2N(C1=O)C)NC=1C(=CC=2N(C1)N=CN2)C